ClC=1SC(=CN1)CN1C=CC=C2C1=NC(N(C2=O)C2=CC=C(C=C2)OCC(F)(F)F)=O 8-((2-chlorothiazol-5-yl)methyl)-3-(4-(2,2,2-trifluoroethoxy)phenyl)pyrido[2,3-d]pyrimidine-2,4(3H,8H)-dione